O=C1NC2C(SC=3N=CC=C(N1C=1C=NC(=CC1)OC1=CC=CC=C1)C32)C(=O)O 4-oxo-5-(6-phenoxypyridin-3-yl)-4,5-dihydro-3H-1-thia-3,5,8-triazaAcenaphthene-2-carboxylic acid